S1C=CC2=C1C=CN2 thienopyrrol